NCC=1OC2=C(C1)C=CC=C2C(=O)N 2-(aminomethyl)benzofuran-7-carboxamide